ClC=1C=CC(=C(C1)[C@H]1C[C@H](C1)NC(=O)C=1C=NN(C1)[C@@H](C)C=1C=NC(=NC1)N1C([C@@H]2C[C@@H]2C1)=O)C#N |o1:19| N-((cis)-3-(5-chloro-2-cyanophenyl)cyclobutyl)-1-((S or R)-1-(2-((1R,5S)-2-oxo-3-azabicyclo[3.1.0]hexan-3-yl)pyrimidin-5-yl)ethyl)-1H-pyrazole-4-carboxamide